tert-Butyl (3aR,5s,6aS)-5-((6-(2,3,5-trifluorophenyl)pyridazin-3-yl)amino)hexahydrocyclopenta[c]pyrrole-2(1H)-carboxylate FC1=C(C=C(C=C1F)F)C1=CC=C(N=N1)NC1C[C@@H]2[C@@H](CN(C2)C(=O)OC(C)(C)C)C1